C(C)C(O)(CC)OP(O)=O Phosphonic acid diethyl(hydroxymethyl)ester